ClC1=NC(=C2N(C(N(C2=N1)C1CCN(CC1)C(=O)OC(C)(C)C)=O)C1=CC=C(C(=O)O)C=C1)C 4-[2-chloro-6-methyl-9-(1-{[(2-methyl-2-propanyl)oxy]carbonyl}-4-piperidinyl)-8-oxo-8,9-dihydro-7H-purin-7-yl]benzoic acid